BrC1=CC=C(C(=O)C2=CC=C(C=C2)C(C2=CC=C(C=C2)Br)=O)C=C1 1,4-bis(4-bromobenzoyl)benzene